C(C)(C)(C)C1C2(CCC3=C(C=CC=C13)NC([O-])=O)CCCC2 {tert-butyl 3',4'-dihydro-1'H-spiro[cyclopentane-1,2'-naphthalen]-5'-yl}carbamate